7-bromo-1,3,4,5-tetrahydro-1-benzazepin-2-one BrC=1C=CC2=C(CCCC(N2)=O)C1